N'-[3-(trimethoxysilyl)propyl]diethylenetriamine CO[Si](CCCN(CCN)CCN)(OC)OC